The molecule is an amino trisaccharide consisting of D-mannopyranose in which the hydroxy groups at positions 3 and 4 have been converted into the corresponding alpha-D-mannopyranosyl and 2-acetamino-2-deoxy-beta-D-glucopyranosyl derivatives, respectively. It is an amino trisaccharide and a member of acetamides. It derives from a beta-D-GlcpNAc-(1->4)-D-Manp and an alpha-D-Manp-(1->3)-D-Manp. CC(=O)N[C@@H]1[C@H]([C@@H]([C@H](O[C@H]1O[C@@H]2[C@H](OC([C@H]([C@H]2O[C@@H]3[C@H]([C@H]([C@@H]([C@H](O3)CO)O)O)O)O)O)CO)CO)O)O